bis(3,5-dimethyl-4-aminocyclohexyl)propane CC1CC(CC(C1N)C)C(C)(C)C1CC(C(C(C1)C)N)C